C(=C)S(=O)(=O)C(CCOC)S(=O)(=O)C=C 1,1-bis(vinylsulfonyl)-3-methoxypropane